isoflavandiol C1C(C(OC2=CC=CC=C21)(O)O)C3=CC=CC=C3